Heptylene glycol C(CCCCCCO)O